FC1=CC(=C(C=C1)C=1C(=CC(=NC1)O)C1=NN2C(CN(CC2)C(=O)OC(C)(C)C)=C1)OCCOC tert-butyl 2-[5-[4-fluoro-2-(2-methoxyethoxy)phenyl]-2-hydroxy-4-pyridyl]-6,7-dihydro-4H-pyrazolo[1,5-a]pyrazine-5-carboxylate